bis(1-ethyl-2-methylindol-3-yl)-phenylmethane C(C)N1C(=C(C2=CC=CC=C12)C(C1=CC=CC=C1)C1=C(N(C2=CC=CC=C12)CC)C)C